8'-(6-(3-(Dimethylamino)propoxy)-5-isopropoxypyridin-3-yl)-3'-methylspiro[cyclopropane-1,1'-pyrrolo[2,3-c]quinolin]-2'(3'H)-one CN(CCCOC1=C(C=C(C=N1)C1=CC=2C3=C(C=NC2C=C1)N(C(C31CC1)=O)C)OC(C)C)C